ClC1=C(C=C2C=C(N=CC2=C1)NC(=O)[C@H]1[C@@H]([C@@H]1C1=NN(C=C1)C)C)N1CCN(CC1)[C@@]1(COC[C@@H]1O)C (1S,2R,3S)-N-[7-chloro-6-[4-((3R,4R)-4-hydroxy-3-methyl-tetrahydrofuran-3-yl)piperazin-1-yl]-3-isoquinolyl]-2-methyl-3-(1-methylpyrazol-3-yl)cyclopropanecarboxamide